CON(C(=O)[C@H]1CC(CCC1)=O)C (R)-N-Methoxy-N-methyl-3-oxocyclohexane-1-carboxamide